5-bromo-1H-indazole-3-carbonitrile BrC=1C=C2C(=NNC2=CC1)C#N